ethyl 1-N-methyl-2-amino-imidazole-5-carboxylate CN1C(=NC=C1C(=O)OCC)N